4-(5-(3,5-dichloro-4-fluorophenyl)-5-(trifluoromethyl)-4,5-dihydroisoxazole-3-yl)-2-methylbenzoic acid ClC=1C=C(C=C(C1F)Cl)C1(CC(=NO1)C1=CC(=C(C(=O)O)C=C1)C)C(F)(F)F